(7-methylimidazo[1,2-a]pyridin-2-yl)methylamine dihydrochloride Cl.Cl.CC1=CC=2N(C=C1)C=C(N2)CN